3-[(3-Chlorophenyl)ethynyl]-N-methoxy-N-methyl-5,6-dihydroimidazo[1,2-a]pyrazine-7(8H)-carboxamide ClC=1C=C(C=CC1)C#CC1=CN=C2N1CCN(C2)C(=O)N(C)OC